FC=1C(=C(C(=CC1)C(C)C)NC(=O)NS(=O)(=O)C1=CC2=C(O1)CCCCC2(C)O)C(C)C N-((3-fluoro-2,6-diisopropylphenyl)carbamoyl)-4-hydroxy-4-methyl-5,6,7,8-tetrahydro-4H-cyclohepta[b]furan-2-sulfonamide